ClC=1C=CC(=C(C1)C1CCN(CC1)C(CN1N=C(C2=C1CCC2)C(=O)N2C[C@H](O[C@H](C2)C)C)=O)F 1-[4-(5-chloro-2-fluorophenyl)piperidin-1-yl]-2-{3-[(2R,6S)-2,6-dimethylmorpholine-4-carbonyl]-5,6-dihydrocyclopenta[c]pyrazol-1(4H)-yl}ethan-1-one